6-bromo-7-chloro-3-ethylimidazo[1,2-a]pyridine-2-carboxylic acid ethyl ester C(C)OC(=O)C=1N=C2N(C=C(C(=C2)Cl)Br)C1CC